F[C@H]1CN(CC[C@H]1CO)C(=O)OC(C)(C)C tert-butyl (3R,4S)-3-fluoro-4-(hydroxymethyl)piperidine-1-carboxylate